5-[2'-Fluoro-2-(trifluoromethyl)[1,1'-biphenyl]-4-yl]-3,6-dihydro-2H-1,3,4-oxadiazin-2-one FC1=C(C=CC=C1)C1=C(C=C(C=C1)C1=NNC(OC1)=O)C(F)(F)F